C(OCC)(OCOC1=CC(=CC(=C1C1CCCC(=C1)C)OCOC(OCC)=O)CCC)=O diethyl (((5'-methyl-4-propyl-1',2',3',4'-tetrahydro-[1,1'-biphenyl]-2,6-diyl)bis(oxy))bis(methylene)) bis(carbonate)